FC=1C=CC(=C(CN(C(=O)C=2OC3=C(C2)C=CC=C3)C3CC2=CC=C(C=C2C3)S(=O)(=O)NCCC)C1)OCCOC N-(5-fluoro-2-(2-methoxyethoxy)benzyl)-N-(5-(N-propylaminosulfonyl)-2,3-dihydro-1H-inden-2-yl)benzofuran-2-carboxamide